5-chloro-4-(2-((2-(difluoromethyl)tetra-hydro-1H-pyrrolizin-7a(5H)-yl)methoxy)-6,8-difluoro-4-((1S,5R)-1-methyl-3,8-diazabicyclo[3.2.1]-octan-3-yl)quinazolin-7-yl)naphthalen-2-ol ClC1=C2C(=CC(=CC2=CC=C1)O)C1=C(C=C2C(=NC(=NC2=C1F)OCC12CCCN2CC(C1)C(F)F)N1C[C@@]2(CC[C@H](C1)N2)C)F